C(C1=CC=CC=C1)NC(CC1=NC=C(C=C1)C1=C(C=C(C=C1)OCCN1CC2(CS(C2)(=O)=O)C1)C)=O N-benzyl-2-(5-(4-(2-(2,2-dioxido-2-thia-6-azaspiro[3.3]heptan-6-yl)ethoxy)-2-methylphenyl)pyridin-2-yl)acetamide